Pyridazin-3-amine dihydrochloride Cl.Cl.N1=NC(=CC=C1)N